3-fluoro-azetidin FC1CNC1